COC1=CC=C(C=C1)CN(C1=NC=C2C=C(C=NC2=C1)N1C(C=CC(=C1)[N+](=O)[O-])C)C N-[(4-methoxyphenyl)methyl]-N-methyl-3-(2-methyl-5-nitro-1-pyridyl)-1,6-naphthyridin-7-amine